tris{2-bis[3-(2-ethylhexyloxy)-3-oxopropyl]aminoethyl}amine C(C)C(COC(CCN(CCN(CCN(CCC(OCC(CCCC)CC)=O)CCC(OCC(CCCC)CC)=O)CCN(CCC(OCC(CCCC)CC)=O)CCC(OCC(CCCC)CC)=O)CCC(OCC(CCCC)CC)=O)=O)CCCC